4-chloro-N-(4-(1,1,1,3,3,3-hexafluoro-2-hydroxypropan-2-yl)phenyl)benzamide ClC1=CC=C(C(=O)NC2=CC=C(C=C2)C(C(F)(F)F)(C(F)(F)F)O)C=C1